isopropyl (S)-6-diazo-2-((S)-2-(methylthio) butanamido)-5-oxohexanoate [N+](=[N-])=CC(CC[C@@H](C(=O)OC(C)C)NC([C@H](CC)SC)=O)=O